Tetraurethane Dimethacrylate C(C(=C)C)(=O)O.C(C(=C)C)(=O)O.NC(=O)OCC.NC(=O)OCC.NC(=O)OCC.NC(=O)OCC